C[Si]([Si]([Si]([Si]([Si]([Si]([Si]([Si](Cl)(Cl)Cl)(Cl)Cl)(Cl)Cl)(Cl)Cl)(C)C)(C)C)(C)C)(C)C nonamethyl-nonachlorooctasilane